3-(3-(3,4-dimethoxy-5-nitrophenyl)isoxazol-5-yl)-2-(trifluoromethyl)pyridine 1-oxide COC=1C=C(C=C(C1OC)[N+](=O)[O-])C1=NOC(=C1)C=1C(=[N+](C=CC1)[O-])C(F)(F)F